8-aminopyrene-1,3,6-trisulfonic acid trisodium salt [Na+].[Na+].[Na+].NC=1C=C(C=2C=CC3=C(C=C(C=4C=CC1C2C43)S(=O)(=O)[O-])S(=O)(=O)[O-])S(=O)(=O)[O-]